Cl.ClC=1C=C(C(=C(C1)O)C1=CC2=C(N=N1)N(C=C2)CCN2CC(CCC2)F)C 5-Chloro-2-{7-[2-(3-fluoropiperidin-1-yl)ethyl]-7H-pyrrolo[2,3-c]pyridazin-3-yl}-3-methylphenol hydrochloride